Lithium (6R)-5-(3,4-dichlorobenzoyl)-6-methyl-2-((2R)-1-((1-(5-(trifluoromethyl) pyrimidin-2-yl)ethyl)amino)propan-2-yl)-4,5,6,7-tetrahydro-2H-pyrazolo[4,3-c]pyridine-3-carboxylate ClC=1C=C(C(=O)N2CC=3C(C[C@H]2C)=NN(C3C(=O)[O-])[C@@H](CNC(C)C3=NC=C(C=N3)C(F)(F)F)C)C=CC1Cl.[Li+]